(S)-5-(5-methyl-1H-pyrazol-4-yl)-N-(4-(3-methyl-4-(methylsulfonyl)piperazin-1-yl)pyridin-2-yl)thiazolo[5,4-b]pyridin-2-amine CC1=C(C=NN1)C1=CC=C2C(=N1)SC(=N2)NC2=NC=CC(=C2)N2C[C@@H](N(CC2)S(=O)(=O)C)C